N-((1S)-2-(6-fluoro-2,3-di-methylphenyl)-1-(5-oxo-4,5-dihydro-1,3,4-oxadiazol-2-yl)propyl)-4-methylpiperazine-1-sulfonamide FC1=CC=C(C(=C1C([C@@H](C=1OC(NN1)=O)NS(=O)(=O)N1CCN(CC1)C)C)C)C